alpha-(2,4-dichloro-benzyl)-proline ClC1=C(C[C@@]2(NCCC2)C(=O)O)C=CC(=C1)Cl